N-(6-amino-5-methylpyridin-3-yl)-2-(2-(3-bromophenyl)-5-methylpiperidin-1-yl)-2-oxoacetamide NC1=C(C=C(C=N1)NC(C(=O)N1C(CCC(C1)C)C1=CC(=CC=C1)Br)=O)C